6-Methyl-N-[3-(4-propyl-piperazin-1-yl)-5-trifluoromethyl-phenyl]-5-(4-pyridin-3-yl-pyrimidin-2-ylamino)-nicotinamide CC1=NC=C(C(=O)NC2=CC(=CC(=C2)C(F)(F)F)N2CCN(CC2)CCC)C=C1NC1=NC=CC(=N1)C=1C=NC=CC1